C(C1=CC=CC=C1)SCCNC(=O)NC1CCCC1 1-[2-(benzylsulfanyl)ethyl]-3-cyclopentylurea